2,2,2-trifluoro-N-(4-hydroxy-6-(1-(2,2,2-trifluoroacetyl)-1,2,3,6-tetrahydropyridin-4-yl)-7H-pyrrolo[2,3-d]pyrimidin-2-yl)acetamide FC(C(=O)NC=1N=C(C2=C(N1)NC(=C2)C=2CCN(CC2)C(C(F)(F)F)=O)O)(F)F